C[C@@H]1O[C@@H](CN(C1)C(=O)C1=NOC(=C1C)C1=C(C(=C(C(=C1)F)F)O)F)C ((2S,6R)-2,6-Dimethylmorpholino)(4-methyl-5-(2,4,5-trifluoro-3-hydroxyphenyl)isoxazol-3-yl)methanone